CC(C(=O)OCCO)(CCCCCCCCCCCCCCCCCC)C Ethylene glycol dimethyl-arachidate